O1CCN(CC1)C1=NC(=CC(=C1)C=1C=NC(=NC1)N)S(=O)(=O)C1=CC=CC=C1 5-(2-morpholino-6-(phenylsulfonyl)pyridin-4-yl)pyrimidin-2-amine